N-methyl-4-(3,3,3-trifluoroprop-1-ynyl)benzamide CNC(C1=CC=C(C=C1)C#CC(F)(F)F)=O